C(C)(C)(C)N1N=CC(=C1)C=1C=C(C=CC1)N(C(=O)[C@@H]1CC[C@H](CC1)CCC(=O)O)C[C@@H]1CC[C@H](CC1)C1=CC(=C(C=C1)OC)C trans-3-(4-((3-(1-(tert-Butyl)-1H-pyrazol-4-yl)phenyl)((trans-4-(4-methoxy-3-methylphenyl)cyclohexyl)methyl)carbamoyl)cyclohexyl)propanoic acid